CS(=O)(=N)C1=CC=CC=C1 S-methyl-S-phenylsulfoximin